7-(4-(1-(3,3,3-trifluoro-1-(4-fluorophenyl)propyl)-1H-pyrazol-4-yl)-pyrimidin-2-yl)-[1,2,4]triazolo[1,5-a]pyridin-2-amine FC(CC(C1=CC=C(C=C1)F)N1N=CC(=C1)C1=NC(=NC=C1)C1=CC=2N(C=C1)N=C(N2)N)(F)F